33-(piperidine-1-carbonyl)-8-(3-pyridylmethyl)-6,9,12,15,18,21,24,27,30,34,37-undecazaspiro[4.33]octatriacontane-7,10,13,16,19,22,25,28,31,35,38-undecone N1(CCCCC1)C(=O)C1CC(NCC(NCC(NCC(NCC(NCC(NCC(NCC(NC(C(NC2(CCCC2)C(NCC(N1)=O)=O)=O)CC=1C=NC=CC1)=O)=O)=O)=O)=O)=O)=O)=O